ClC=1C=C(C=C2C=NC(=NC12)N1CCOCC1)CN1C[C@H](CC1)OC=1C=C2CN(C(C2=CC1)=O)[C@@H]1C(NC(CC1)=O)=O (S)-3-(5-(((S)-1-((8-Chloro-2-morpholinoquinazolin-6-yl)methyl)pyrrolidin-3-yl)oxy)-1-oxoisoindolin-2-yl)piperidine-2,6-dione